N1(CCOCC1)C(C=C)=O (morpholin-4-yl)prop-2-en-1-one